ClC=1C=CC2=C(C(C[C@@H](O2)C(=O)NC23CCC(CC2)(CC3)NC(=O)C3=NC=C(C=C3)OC(F)(F)F)=O)C1 N-(4-{[(2R)-6-chloro-4-oxo-3,4-dihydro-2H-1-benzopyran-2-carbonyl]amino}bicyclo[2.2.2]octan-1-yl)-5-(trifluoromethoxy)pyridine-2-carboxamide